FC(CO)(F)F.[K] potassium 2,2,2-trifluoroethanol